Triazindione N=1N=NC(C(C1)=O)=O